7-(4-((4-acryloyl-1,4-diazepan-1-yl)sulfonyl)benzyl)-2,7-diazepine C(C=C)(=O)N1CCN(CCC1)S(=O)(=O)C1=CC=C(CN2C=CC=CN=C2)C=C1